(E)-2,6-difluoro-3,5-dimethoxyaniline FC1=C(N)C(=C(C=C1OC)OC)F